2-[4-[[(3-chloro-5-fluoro-benzoyl)amino]methyl]-1-piperidinyl]acetic acid ClC=1C=C(C(=O)NCC2CCN(CC2)CC(=O)O)C=C(C1)F